1-(3-(2-(cyclopentanesulfonyl)-5-oxo-7,8-dihydropyrido[4,3-d]pyrimidin-6(5H)-yl)propionamido)-3,6,9,12,15,18,21,24-octaoxaheptacosane-27-amide C1(CCCC1)S(=O)(=O)C=1N=CC2=C(N1)CCN(C2=O)CCC(=O)NCCOCCOCCOCCOCCOCCOCCOCCOCCC(=O)N